2-(2-(dimethylamino)ethoxy)-4-nitrobenzonitrile CN(CCOC1=C(C#N)C=CC(=C1)[N+](=O)[O-])C